1-ethoxy-propan-2-one C(C)OCC(C)=O